CC1=CC=C(C=C1)C(C1=CC(=CC=2C3=CC(=CC=C3CC12)C(C)(C)C)C(C)(C)C)(C1C=CC=C1)C1=CC=C(C=C1)C bis(4-methylphenyl)(cyclopentadienyl)(3,6-di-t-butylfluorenyl)methane